methylenebis(6-nonyl-4-methylphenol) C(C1=C(C(=CC(=C1)C)CCCCCCCCC)O)C1=C(C(=CC(=C1)C)CCCCCCCCC)O